C(C)(C)(C)OC(N[C@@H]1C2=CC(=CC=C2CC12CCN(CC2)C2=NC1=C(C=3N2C=CN3)C(=NN1CC1=CC=C(C=C1)OC)I)F)=O (S)-(5-fluoro-1'-(9-iodo-7-(4-methoxybenzyl)-7H-imidazo[1,2-c]pyrazolo[4,3-e]pyrimidin-5-yl)-1,3-dihydrospiro[inden-2,4'-piperidin]-3-yl)carbamic acid tert-butyl ester